1H-benzimidazole-5-sulfonamide N1C=NC2=C1C=CC(=C2)S(=O)(=O)N